FC1=CC=C(C=C1)N(C(=O)C=1C=CC=2N(C1)C(=CN2)C=2C=NC(=CC2)NC(COC)=O)C N-(4-fluorophenyl)-3-[6-[(2-methoxyacetyl)amino]-3-pyridyl]-N-methyl-imidazo[1,2-a]pyridine-6-carboxamide